Perylene-3,9-dicarboxylic acid C1=CC(=C2C=CC=C3C4=CC=C(C5=CC=CC(C1=C23)=C45)C(=O)O)C(=O)O